CC(C)[C@@H](C)C=C[C@@H](C)[C@H]1CC[C@H]2C3=CCC4C[C@H](CC[C@]4(C)[C@H]3CC[C@]12C)C(C(=O)O)CCCCCCCCCCCCC ergosta-7,22-diene-3beta-yl-pentadecanoic acid